4-methyl-N-dodecylpyridinium bromide [Br-].CC1=CC=[N+](C=C1)CCCCCCCCCCCC